C(#N)C=1C=C(C=C(C1)OC)N1N=CC(=C1)[C@@H](C(=O)NC1=CC(=NN1)C1CC1)C (S)-2-(1-(3-cyano-5-methoxyphenyl)-1H-pyrazol-4-yl)-N-(3-cyclopropyl-1H-pyrazol-5-yl)propanamide